FC=1N=CC(=NC1)B(O)O 5-FLUOROPYRAZINE-2-BORONIC ACID